1-(3-(3-chloro-5-(4,4,5,5-tetramethyl-1,3,2-dioxaborolan-2-yl)phenyl)morpholino)prop-2-en-1-one ClC=1C=C(C=C(C1)B1OC(C(O1)(C)C)(C)C)C1COCCN1C(C=C)=O